C(C)C(COC1=C(C(=C(C=C1)O)C1=NC(=NC(=N1)C1=CC=C(C=C1)OC)C1=C(C=CC=C1)O)OCC(CCCC)CC)CCCC bis(2-ethylhexyloxy)-2,2'-[6-(4-methoxyphenyl)-1,3,5-triazin-2,4-diyl]diphenol